tert-butyl 2-(7-(3-fluorophenyl)-4-oxo-3,4-dihydro-5H-imidazo[4,5-d]pyridazin-5-yl)acetate FC=1C=C(C=CC1)C1=NN(C(C2=C1N=CN2)=O)CC(=O)OC(C)(C)C